C1(CC1)C=1C=C(C(=NC1)C1=NN(CC2=CC=CC=C12)[C@H]1CN(CCC1)C)OCOCC (R)-4-(5-cyclopropyl-3-(ethoxymethoxy)pyridin-2-yl)-N-(1-methylpiperidin-3-yl)phthalazine